N-(5-((4-fluoropyrazolo[1,5-a]pyridin-2-yl)ethynyl)-8-(methylamino)-2,7-naphthyridin-3-yl)cyclopropanecarboxamide FC=1C=2N(C=CC1)N=C(C2)C#CC2=C1C=C(N=CC1=C(N=C2)NC)NC(=O)C2CC2